(R)-3-((1-(6-fluoro-2-(5-fluoroisoindolin-2-yl)-3-methyl-4-oxo-3,4-dihydroquinazolin-8-yl)ethyl)amino)-6-methyl-N-(methylsulfonyl)picolinamide FC=1C=C2C(N(C(=NC2=C(C1)[C@@H](C)NC=1C(=NC(=CC1)C)C(=O)NS(=O)(=O)C)N1CC2=CC=C(C=C2C1)F)C)=O